C[C@@H]1N(CC[C@@H](C1)NC1COC1)C1=CC2=C(C=N1)N=C(S2)C=2C=NC(=CC2)N2CCCC2 (2S,4S)-2-methyl-N-(oxetan-3-yl)-1-(2-(6-(pyrrolidin-1-yl)pyridin-3-yl)thiazolo[4,5-c]pyridin-6-yl)piperidin-4-amine